[5-[(2-amino-3-fluoro-4-pyridinyl) methyl]-4-methyl-3-pyridinyl] N,N-dimethylcarbamate CN(C(OC=1C=NC=C(C1C)CC1=C(C(=NC=C1)N)F)=O)C